C1(CCC1)N(C/C=C/C(=O)Cl)C (E)-4-(cyclobutyl-(methyl)amino)but-2-enoyl chloride